FC1=C(C(=CC(=C1)S(=O)(=O)C)F)N(C1=NC(=C(C(=N1)NC1=NNC(=C1)C)OC)C=1C=NN(C1)C)C N2-(2,6-difluoro-4-(methylsulfonyl)phenyl)-5-methoxy-N2-methyl-N4-(5-methyl-1H-pyrazol-3-yl)-6-(1-methyl-1H-pyrazol-4-yl)pyrimidine-2,4-diamine